ClC=1C=C2C(C(=CN(C2=NC1N1CC2=NC=CC=C2C1)C=1C=NC(=CC1C)N1CC(C1)N(C)C)C(=O)O)=O 6-chloro-7-(5,7-dihydro-6H-pyrrolo[3,4-b]pyridin-6-yl)-1-(6-(3-(dimethylamino)-azetidin-1-yl)-4-meth-ylpyridin-3-yl)-4-oxo-1,4-dihydro-1,8-naphthyridine-3-carboxylic acid